C(C)(C)(C)OC(=O)N1[C@@H](CCCC1)C1=NOC(=N1)CCC1=CC=CC=C1 (S)-2-(5-phenethyl-1,2,4-oxadiazol-3-yl)piperidine-1-carboxylic acid tert-butyl ester